BrC1=NN(C=2N=C(C=C(C21)C(=O)NCC=2C(NC(=CC2C)C)=O)C2=CC=C(C=C2)CN2CCOCC2)C(C)C 3-bromo-N-((4,6-dimethyl-2-oxo-1,2-dihydropyridin-3-yl)methyl)-1-isopropyl-6-(4-(morpholinomethyl)phenyl)-1H-pyrazolo[3,4-b]pyridine-4-carboxamide